FC(CC1CC(C1)C(=O)OCC1=CC=C(C=C1)OC)(F)F 4-Methoxybenzyl 3-(2,2,2-trifluoroethyl)cyclobutane-1-carboxylate